2,4-bis(octylthiomethyl)-6-methylphenol C(CCCCCCC)SCC1=C(C(=CC(=C1)CSCCCCCCCC)C)O